(S)-30-((((9H-fluoren-9-yl)methoxy)carbonyl)amino)-26-oxo-2,5,8,11,14,17,20,23-Octaoxa-27-aza-triacontan C1=CC=CC=2C3=CC=CC=C3C(C12)COC(=O)NCCCNC(CCOCCOCCOCCOCCOCCOCCOCCOC)=O